O=C1N(CCC(N1)=O)C1=CC(=C(C=C1)C1CCN(CC1)CC(=O)O)F 2-[4-[4-(2,4-dioxohexahydropyrimidin-1-yl)-2-fluoro-phenyl]-1-piperidyl]acetic acid